silicon germanium stannum boron [B].[Sn].[Ge].[Si]